COC1=C(CNC(=O)C2(CCC(CC2)(F)F)N(C(C#C[Si](C(C)C)(C(C)C)C(C)C)=O)C2=CC(=CC=C2)CF)C=CC(=C1)OC N-(2,4-dimethoxybenzyl)-4,4-difluoro-1-(N-(3-(fluoromethyl)phenyl)-3-(triisopropylsilyl)propiolamido)cyclohexane-1-carboxamide